ethyl 3-(2-bromo-5-fluorophenyl)propanoate BrC1=C(C=C(C=C1)F)CCC(=O)OCC